ClC=1C=C(CN(C(OC(C)(C)C)=O)C2CC2)C=C(C1)C1=NN=CN1COCC[Si](C)(C)C tert-butyl (3-chloro-5-(4-((2-(trimethylsilyl)ethoxy)methyl)-4H-1,2,4-triazol-3-yl)benzyl)(cyclopropyl)carbamate